N1C=CC=2C(=NC=CC21)CC2N(CCC(C2)C(=O)N)C(=O)C2=NNC(=C2)C2=CC(=NC=C2Cl)OC ((1H-pyrrolo[3,2-c]pyridin-4-yl)methyl)-1-(5-(5-chloro-2-methoxypyridin-4-yl)-1H-pyrazole-3-carbonyl)piperidine-4-carboxamide